[Co](Cl)Cl.C(C)(C)(C)C1=CC(=NC=C1)C1=NC=CC(=C1)C(C)(C)C 4,4'-di-tert-butyl-2,2'-bipyridine cobalt chloride